C(C)(C)(C)OC(NCCCNCCCNC(=O)OC(C)(C)C)=O.FC1=CC=CC(=N1)C(=O)NC1=CC=CC=C1 6-Fluoropyridineformanilide tert-butyl-N-[3-({3-[(tert-butoxycarbonyl)amino]propyl}amino)propyl]carbamate